P(=O)(OCCCCCCCC)(OCCCCCCCC)[O-] di(1-octyl) phosphate